6-chloro-2'-(difluoromethyl)-5'-methoxy-N-(5-((1S,2S)-2-(thiazol-4-yl)cyclopropyl)-1,3,4-thiadiazol-2-yl)-[4,4'-bipyridine]-3-carboxamide ClC1=CC(=C(C=N1)C(=O)NC=1SC(=NN1)[C@@H]1[C@H](C1)C=1N=CSC1)C1=CC(=NC=C1OC)C(F)F